5-(6-(1-isopropylpiperidin-4-yl)-2,6-diazaspiro[3.3]heptan-2-yl)-2-(5-(8-methoxy-[1,2,4]triazolo[1,5-a]pyridin-6-yl)-4-(2,2,2-trifluoroethyl)-1H-pyrazol-3-yl)-4-methylthiazole C(C)(C)N1CCC(CC1)N1CC2(CN(C2)C2=C(N=C(S2)C2=NNC(=C2CC(F)(F)F)C=2C=C(C=3N(C2)N=CN3)OC)C)C1